N-(4-(4,4,5,5-tetramethyl-1,3,2-dioxaborolan-2-yl)phenyl)propionamide CC1(OB(OC1(C)C)C1=CC=C(C=C1)NC(CC)=O)C